(3-([1,1'-biphenyl]-3-yl)-1H-indazol-5-yl)(2,6-diazaspiro[3.5]nonan-2-yl)methanone C1(=CC(=CC=C1)C1=NNC2=CC=C(C=C12)C(=O)N1CC2(C1)CNCCC2)C2=CC=CC=C2